1-(3-chloro-5-fluoropyridin-2-yl)-3-(thietan-3-yloxy)-1H-pyrazole-5-carboxamide ClC=1C(=NC=C(C1)F)N1N=C(C=C1C(=O)N)OC1CSC1